(1-ISOPENTYLCYCLOHEXYL)METHANOL C(CC(C)C)C1(CCCCC1)CO